COC=1C=C(C=CC1CC=O)N1C(N=C(C=C1)NC(=O)N1CCN(CC1)C(C(C)(C)NC(OC(C)(C)C)=O)=O)=O tert-butyl (1-(4-((1-(3-methoxy-4-(2-oxoethyl)phenyl)-2-oxo-1,2-dihydropyrimidin-4-yl)carbamoyl)piperazin-1-yl)-2-methyl-1-oxopropan-2-yl)carbamate